C(C1=CC=CC=C1)OC=1C=CC(=C2C(CNC(C12)=O)C)F 8-(benzyloxy)-5-fluoro-4-methyl-3,4-dihydroisoquinolin-1(2H)-one